(S)-2-{[7-(2-fluoro-6-trifluoromethylbenzyloxy)benzo[d][1,3]Dioxol-4-yl]Methylamino}propionamide FC1=C(COC2=CC=C(C3=C2OCO3)CN[C@H](C(=O)N)C)C(=CC=C1)C(F)(F)F